C(C)C1=CC=C2CCCCC2=C1 7-ethyl-1,2,3,4-tetrahydronaphthalene